dihydrospiro[piperidine-4,7'-thieno[2,3-c]pyran]-1-carboxylate S1CCC2=C1C1(OC=C2)CCN(CC1)C(=O)[O-]